CC=1C=C2C(CCC(C2=CC1)NC(=O)C=1C(NC(=CC1)C(F)(F)F)=O)=O N-(6-methyl-4-oxo-1,2,3,4-tetrahydronaphthalen-1-yl)-2-oxo-6-(trifluoromethyl)-1,2-dihydropyridine-3-carboxamide